2-(2,6-dioxopiperidin-3-yl)-1,3-dioxoisoindole-4-carbaldehyde O=C1NC(CCC1N1C(C=2C=CC=C(C2C1=O)C=O)=O)=O